N[C@@H]1[C@@H](CC1)O |r| racemic-cis-2-aminocyclobutanol